N1C=C(C2=CC=CC=C12)C(C(=O)O)=NOCCS (1h-indol-3-yl)-(2-mercaptoethoxyimino)-acetic acid